COC1=CC=C(C=C1)CCC(C)NC(=O)NC1=CC(=CC(=C1)C(F)(F)F)C 1-(4-(4-methoxyphenyl)butan-2-yl)-3-(3-methyl-5-(trifluoromethyl)phenyl)urea